1-(11Z,14Z-eicosadienoyl)-2-(13Z,16Z-docosadienoyl)-glycero-3-phosphoserine CCCCC/C=C\C/C=C\CCCCCCCCCCCC(=O)O[C@H](COC(=O)CCCCCCCCC/C=C\C/C=C\CCCCC)COP(=O)(O)OC[C@@H](C(=O)O)N